[C@@H]12CN(C[C@@H](N1)C2)C=2C=CC(=C(C(=O)NC1(CC1)C1=CC(=NC3=CC=CC=C13)C=1C=NN(C1)C)C2)C 5-((1R,5S)-3,6-diazabicyclo[3.1.1]heptan-3-yl)-2-methyl-N-(1-(2-(1-methyl-1H-pyrazol-4-yl)quinolin-4-yl)cyclopropyl)benzamide